propylvinyl alcohol C(CC)C=CO